(1,4-Oxazepan-2-yl)methoxide O1C(CNCCC1)C[O-]